(6-amino-3-pyridyl)methanone NC1=CC=C(C=N1)C=O